OC(COCCC1=CC=2N(C=C1)C(=CN2)C(=O)OCC)(C)C ethyl 7-[2-(2-hydroxy-2-methyl-propoxy)ethyl]imidazo[1,2-a]pyridine-3-carboxylate